C(C)N1C2=NC(=NC(=C2N=C1C1=CC=NC=C1)C1=CC=NC=C1)C1=CC(=CC=C1)N1N=CC=C1 9-ethyl-2-(3-pyrazol-1-ylphenyl)-6,8-bis(4-pyridyl)purine